[Mg].[Mn].[Ni].[Na] sodium nickel manganese magnesium